FC=1C=C(C=NC1)C1=CC(=NC(=C1F)C)C1=NOC(=N1)C=1N=CSC1 3-(5,5'-difluoro-6'-methyl-[3,4'-bipyridin]-2'-yl)-5-(thiazol-4-yl)-1,2,4-oxadiazole